COC=1C=C(C=CC1CC=1SC=CN1)C=1C=C2C(=NC(=NC2=CC1)C)N[C@H](C)C1=CC(=CC(=C1)C(F)(F)F)[N+](=O)[O-] (R)-6-(3-methoxy-4-(thiazol-2-ylmethyl)phenyl)-2-methyl-N-(1-(3-nitro-5-(trifluoromethyl)phenyl)ethyl)quinazolin-4-amine